oxygen (t-butyldimethylsilyl)hydroxylamine [Si](C)(C)(C(C)(C)C)NO.[O]